1-[1-(cyanomethyl)-4-[(4-fluorophenyl)methylamino]cyclohexyl]-3-(cyclopropanecarbonylamino)pyrazole-4-carboxamide C(#N)CC1(CCC(CC1)NCC1=CC=C(C=C1)F)N1N=C(C(=C1)C(=O)N)NC(=O)C1CC1